C(CCCCCC)OC(C(C)O)O heptyloxy-propane-1,2-diol